C1(=CC=CC=C1)CCN 2-phenyl-ethanamine